cysteine hydrochloride hydrochloride Cl.Cl.N[C@@H](CS)C(=O)O